N-(3',4',5'-trifluorobiphenyl-2-yl)-3-difluoromethyl-1-methylpyrazol-4-yl-carboxamide FC=1C=C(C=C(C1F)F)C1=C(C=CC=C1)NC(=O)C=1C(=NN(C1)C)C(F)F